C[C@H]1C[C@@H](C=C2[C@@]1([C@H]3[C@@H]([C@H](O[C@H]3CC2)O)C)C)O The molecule is a sesquiterpenoid that is 1,2,3a,4,5,7,8,9,9a,9b-decahydronaphtho[2,1-b]furan substituted by methyl groups at positions 1, 9 and 9a and hydroxy groups at positions 2 and 7. Isolated from methylene chloride solubles of the Formosan soft coral Nephthea elongata, it exhibits cytotoxicity against selected cancer cells. It has a role as an antineoplastic agent and a coral metabolite. It is a sesquiterpenoid, a cyclic ether, a diol and an organic heterotricyclic compound.